N-Boc-pyrrolidin C(=O)(OC(C)(C)C)N1CCCC1